tert-butyl 2-(ethoxymethyl)-5,7-dihydro-4H-thieno[2,3-c]pyridine-6-carboxylate C(C)OCC1=CC2=C(CN(CC2)C(=O)OC(C)(C)C)S1